C(C1=CC=CC=C1)OC(=O)N1[C@H]([C@@H]([C@H](C1)F)O)CC1=C(C(=CC=C1)Cl)F |r| Rac-(2s,3s,4s)-2-[(3-chloro-2-fluorophenyl)methyl]-4-fluoro-3-hydroxypyrrolidine-1-carboxylic acid benzyl ester